cis-N-[1-(8-Cyano-quinolin-5-yl)-5-trifluoromethyl-piperidin-3-yl]-4-(4-methyl-piperazin-1-yl)-4-oxo-butyramide C(#N)C=1C=CC(=C2C=CC=NC12)N1C[C@H](C[C@H](C1)C(F)(F)F)NC(CCC(=O)N1CCN(CC1)C)=O